1-(4-(4-morpholinyl-6-(5-(morpholinylmethyl)thiophen-2-yl)-1,3,5-triazin-2-yl)phenyl)-3-(pyrimidin-5-yl)urea N1(CCOCC1)C1=NC(=NC(=N1)C=1SC(=CC1)CN1CCOCC1)C1=CC=C(C=C1)NC(=O)NC=1C=NC=NC1